C(C)(C)(C)OC(=O)N1CC(C1)C=1N2C(=NN1)C[C@H](C2)C2=C(C(=CC=C2O)Cl)Cl (S)-3-(6-(2,3-dichloro-6-hydroxyphenyl)-6,7-dihydro-5H-pyrrolo[2,1-c][1,2,4]triazol-3-yl)azetidine-1-carboxylic acid tert-butyl ester